C1(CC1)NC(=O)C=1C=C(C(=C(C1)C1=NC=C(C(=O)NCC2=CC(=C(C=C2)C)F)C=C1)C)F 6-{5-[(cyclopropylamino)carbonyl]-3-fluoro-2-methylphenyl}-N-(3-fluoro-4-methylbenzyl)nicotinamide